iron(II) nitrate [N+](=O)([O-])[O-].[Fe+2].[N+](=O)([O-])[O-]